4-Amino-3-methylamino-6-pentafluoroethyl-Pyridazine NC1=C(N=NC(=C1)C(C(F)(F)F)(F)F)NC